2-(1H-pyrazol-4-yl)-N-[1-(pyridin-4-ylmethyl)-1H-pyrazol-4-yl]-1,3-thiazole-4-carboxamide N1N=CC(=C1)C=1SC=C(N1)C(=O)NC=1C=NN(C1)CC1=CC=NC=C1